BrC=1C=C(C=CC1)C=1C[C@H]2[C@@H](N(COC2=O)C(=O)OC(C)(C)C)CC1 (4aS,8aS)-tert-Butyl 6-(3-bromophenyl)-4-oxo-2,4,4a,5,8,8a-hexahydro-1H-benzo[d][1,3]-oxazine-1-carboxylate